tert-butyl 3-(5-chloro-4-(((ethyl(methyl)amino)methylene)amino)-2-methylphenyl)-3-hydroxyazetidine-1-carboxylate ClC=1C(=CC(=C(C1)C1(CN(C1)C(=O)OC(C)(C)C)O)C)N=CN(C)CC